1,2,4-benzenetricarboxylic acid-1,2-anhydride C=12C(=CC(=CC1)C(=O)O)C(=O)OC2=O